ClC1=CC(=C(C=C1F)[C@@H](C(F)F)NC(=O)[C@@H]1N([C@@H]2C[C@@H]2C1)C(C1=CN=CC(=C1)S(=O)(=O)C)=O)F (1R,3R,5R)-N-((S)-1-(4-chloro-2,5-difluorophenyl)-2,2-difluoroethyl)-2-(5-(methylsulfonyl)nicotinoyl)-2-azabicyclo[3.1.0]Hexane-3-carboxamide